1-(5-tert-butyl-isoxazol-3-yl)-3-[4-(6-methoxyl-benzimidazol-1-yl)-phenyl]-urea C(C)(C)(C)C1=CC(=NO1)NC(=O)NC1=CC=C(C=C1)N1C=NC2=C1C=C(C=C2)OC